(S)-3-(6-oxo-1'-(3-(1-((S)-tetrahydrofuran-3-yl)-1H-pyrazol-4-yl)benzyl)-6,8-dihydro-2H,7H-spiro[furo[2,3-e]isoindole-3,4'-piperidin]-7-yl)piperidine-2,6-dione O=C1N(CC2=C3C(=CC=C12)C1(CCN(CC1)CC1=CC(=CC=C1)C=1C=NN(C1)[C@@H]1COCC1)CO3)[C@@H]3C(NC(CC3)=O)=O